C(C)N1S(C(C(C2=C1N=C(N2C)SC2=CC=CC=C2)=O)C2=CC=CC=C2)(=O)=O 1-ethyl-5-methyl-3-phenyl-6-(phenylthio)-3,5-dihydroimidazo[4,5-c][1,2]thiazin-4(1H)-one 2,2-dioxide